N[C@@H](C(C)C)C(=O)O[C@@H]1[C@H](O[C@]([C@@H]1O)(C1=CC=C2C(=NC=NN21)NC(C(C)(C)OCC)=O)C#N)COC(CC2CCCCC2)=O (2R,3S,4R,5R)-5-cyano-2-((2-cyclohexylacetoxy)methyl)-5-(4-(2-ethoxy-2-methylpropanamido)pyrrolo[2,1-f][1,2,4]triazin-7-yl)-4-hydroxytetrahydrofuran-3-yl L-valinate